(3R,5S)-5-carbamoyl-2'-oxo-1,2'-dihydrospiro[pyrrolidine-3,3'-pyrrolo[2,3-b]pyridine]-1-carboxylic acid tert-butyl ester C(C)(C)(C)OC(=O)N1C[C@@]2(C(NC3=NC=CC=C32)=O)C[C@H]1C(N)=O